methyl 4-cyano-3-cyclopropyloxy-5-fluorobenzoate C(#N)C1=C(C=C(C(=O)OC)C=C1F)OC1CC1